FC1=C(C=CC=C1)C1=NN(C=C1B1OC(C(O1)(C)C)(C)C)C1OCCCC1 3-(2-fluorophenyl)-1-(tetrahydro-2H-pyran-2-yl)-4-(4,4,5,5-tetramethyl-1,3,2-dioxaborolan-2-yl)-1H-pyrazole